ethyl 2-(5-(4-nitrophenyl)-1-(4-(trifluoromethyl)benzyl)-1,2,3,4-tetrahydropyridin-3-yl)acetate [N+](=O)([O-])C1=CC=C(C=C1)C=1CC(CN(C1)CC1=CC=C(C=C1)C(F)(F)F)CC(=O)OCC